C(C)(C)(C)OC(NCC(C)C1=C(C=C(C=C1)B1OC(C(O1)(C)C)(C)C)F)=O (2-(2-fluoro-4-(4,4,5,5-tetramethyl-1,3,2-dioxaborolan-2-yl)phenyl)propyl)carbamic acid tert-butyl ester